ClC1=CC=C(CC(C=O)CC(CCCC2=CC=CC=C2)=O)C=C1 2-(4-chlorobenzyl)-4-oxo-7-phenylheptanal